CC=1C=C(C=CC1OC1=NC=CC=N1)NC(=O)C1C2(CC1C2)C(=O)N ((3-methyl-4-(pyrimidin-2-yloxy)phenyl)carbamoyl)bicyclo[1.1.1]pentane-1-carboxamide